C(CCCCCCCCC)OCCOCCOCCOCCOCCOCCOCCO Heptaethylene Glycol Monodecyl Ether